C(C)(=O)C1=CC=C(C=C1)C1=CC(=CC=C1)C 4-acetyl-3'-methylbiphenyl